C1CCCNNNNC(C(CC1)(CC(=O)O)CC(=O)O)(CC(=O)O)CC(=O)O Tetraazacyclododecanetetraacetic Acid